ethyl 1-(2-((1s,3s)-3-(trifluoromethoxy)cyclobutoxy)acetamido)piperidine-4-carboxylate FC(OC1CC(C1)OCC(=O)NN1CCC(CC1)C(=O)OCC)(F)F